C(C)N1[C@H](CC1)COC=1C=NN(C1C1=CC=2N(C=C1)N=C(C2)NC2=NC=C(C=N2)F)C (R)-5-(4-((1-ethylazetidin-2-yl)methoxy)-1-methyl-1H-pyrazol-5-yl)-N-(5-fluoropyrimidin-2-yl)pyrazolo[1,5-a]pyridin-2-amine